FC1=C(C=CC(=N1)C=C1CC2(CN(C2)C(=O)OC(C)(C)C)C1)C tert-butyl 6-((6-fluoro-5-methylpyridin-2-yl)methylene)-2-azaspiro[3.3]heptane-2-carboxylate